C(C)(C)(C)NC(=O)C1=C(C(=O)O)C=CC=C1Cl 2-(tert-butylcarbamoyl)-3-chlorobenzoic acid